O1C(=CC2=C1C=CC=C2)CC[C@H]2N(CCC1=CC(=C(C=C21)OCC)OC)C=O (R)-1-(2-(benzofuran-2-yl)ethyl)-7-ethoxy-6-methoxy-3,4-dihydroisoquinolin-2(1H)-formaldehyde